FC1=CC=CC=2N(C(NC21)=O)C2CCC(CC2)C(=O)NC2=CC=C(C=C2)OC 4-(4-fluoro-2-oxo-2,3-dihydro-1H-1,3-benzodiazol-1-yl)-N-(4-methoxyphenyl)cyclohexane-1-carboxamide